ClC1=CC(=C2C(=N1)C1(OCC2)COCC1)OCC1COC1 2'-Chloro-4'-[(oxetan-3-yl)methoxy]-4,5,5',6'-tetrahydro-2H-spiro[furan-3,8'-pyrano[3,4-b]pyridine]